[Cl-].C(#N)C1=NN(N([NH2+]1)C1=C(C=CC=C1)C)C1=C(C=CC=C1)C 5-cyano-2,3-ditolyl-tetrazolium chloride